benzyl 4-((1-(3-amino-6-(2-hydroxyphenyl)pyridazin-4-yl)-3-phenylpyrrolidine-3-carboxamido)methyl)piperidine-1-carboxylate NC=1N=NC(=CC1N1CC(CC1)(C(=O)NCC1CCN(CC1)C(=O)OCC1=CC=CC=C1)C1=CC=CC=C1)C1=C(C=CC=C1)O